(2S)-2-[[(3R,4S)-5-chloro-4,8-dihydroxy-3-methyl-1-oxo-3,4-dihydroisochromene-7-carbonyl]amino]-3-phenylpropionic acid ClC1=C2[C@@H]([C@H](OC(C2=C(C(=C1)C(=O)N[C@H](C(=O)O)CC1=CC=CC=C1)O)=O)C)O